N-(4-methoxy-2-(methyl(2-(methylamino)ethyl)amino)-5-((4-(7-methylpyrazolo[1,5-a]-pyridin-3-yl)pyrimidin-2-yl)amino)phenyl)but-2-ynamide COC1=CC(=C(C=C1NC1=NC=CC(=N1)C=1C=NN2C1C=CC=C2C)NC(C#CC)=O)N(CCNC)C